N-(3-chlorophenyl)-N-((5-(5-(trifluoromethyl)-1,2,4-oxadiazol-3-yl)thiazol-2-yl)methyl)cyclopropanesulfonamide ClC=1C=C(C=CC1)N(S(=O)(=O)C1CC1)CC=1SC(=CN1)C1=NOC(=N1)C(F)(F)F